O(C1=CC=CC=C1)CCN(CC[C@@H](C(=O)O)NC(=O)C1(CC1)C1=CC=CC=C1)CCCCC1=NC=2NCCCC2C=C1 (S)-4-((2-phenoxyethyl)(4-(5,6,7,8-tetrahydro-1,8-naphthyridin-2-yl)butyl)amino)-2-(1-phenylcyclopropane-1-carboxamido)butanoic acid